S1NC=CC2=C1C=CC=C2 1H-1,2-benzothiazine